FC1(CCN(CCC1)C1=C(C(=O)NC=2C=C(C=CC2)[S@](=O)(C)=NC(OC(C)(C)C)=O)C(=C(C=N1)C=1C=NN(C1)C(C)C)C)F tert-butyl (R)-((3-(2-(4,4-difluoroazepan-1-yl)-5-(1-isopropyl-1H-pyrazol-4-yl)-4-methylnicotinamido)phenyl)(methyl)(oxo)-λ6-sulfaneylidene)carbamate